sulfur lithium sulfur N-(4-fluoro-phenyl)maleimide methyl-3-(5-acetyl-4-fluorothiophen-2-yl)-3-[3-(hydroxymethyl)-4-methylphenyl]-2,2-dimethylpropionate COC(C(C(C1=CC(=C(C=C1)C)CO)C=1SC(=C(C1)F)C(C)=O)(C)C)=O.FC1=CC=C(C=C1)N1C(C=CC1=O)=O.[S].[Li].[S]